NC1=CC(=CNC1=O)[C@H]1CN(CCC1(F)F)[C@H](C(=O)NC1=NC=C(C=C1)F)C (S)-2-((S)-3-(5-amino-6-oxo-1,6-dihydropyridin-3-yl)-4,4-difluoropiperidin-1-yl)-N-(5-fluoropyridin-2-yl)propanamide